BrC1=C2C=NC=NC2=C(C=C1)C=NO 5-bromoquinazoline-8-carbaldehyde oxime